O-propargyl cytidine-3'-phosphate P(=O)(O)(O)O[C@H]1[C@H]([C@@H](O[C@@H]1CO)N1C(=O)N=C(N)C=C1)OCC#C